ClC=1C=C(C(=NC1)C)N[C@@H](C)C1=CC=C(S1)C(=O)N[C@H](C(=O)NC1(CC1)C#N)CC1CCCC1 (2S)-2-({5-[(1S)-1-[(5-chloro-2-methylpyridin-3-yl)amino]ethyl]thiophen-2-yl}formamido)-N-(1-cyanocyclopropyl)-3-cyclopentylpropanamide